C(CCCCCCC\C=C/CCCCCCCC)(=O)OCC(COC(CCCCCCC\C=C/CCCCCCCC)=O)NCCC(=O)O 3-((1,3-bis(oleoyloxy)propan-2-yl)amino)propionic acid